N-((6-cyclopropylimidazo[1,2-a]pyridin-2-yl)methyl)-4-oxo-4H-pyrido[1,2-a]pyrimidine-2-carboxamide C1(CC1)C=1C=CC=2N(C1)C=C(N2)CNC(=O)C=2N=C1N(C(C2)=O)C=CC=C1